CO\N=C(/C)\C1=C2C(C(=NN(C2=CC=C1)C1=CC=C(C=C1)OC(F)(F)F)C(=O)O)=O 5-[(E)-N-methoxy-C-methyl-carbonimidoyl]-4-oxo-1-[4-(trifluoromethoxy)phenyl]cinnoline-3-carboxylic acid